BrC=1C=C(C(=NC1)N)NC1COC1 5-bromo-N3-(oxetan-3-yl)pyridine-2,3-diamine